C1CCC2=C(C=3CCCC3C=C12)NC(=O)N[C@@H](C(=O)OC)CC=1N=NC=CC1 methyl (2R)-2-{[(1,2,3,5,6,7-hexahydro-s-indacen-4-yl)carbamoyl]amino}-3-(pyridazin-3-yl)propanoate